(1S,2S,3S)-N-(7-chloro-6R-(spiro[2.2]pentan-1-yl)isoquinolin-3-yl)-2-ethyl-3-(1-methyl-1H-pyrazol-4-yl)cyclopropane-1-carboxamide ClC1=C(C=C2C=C(N=CC2=C1)NC(=O)[C@H]1[C@H]([C@@H]1C=1C=NN(C1)C)CC)[C@@H]1CC12CC2